FC(C(=O)NNC(=O)C1CN(CC12CN(C2)C(=O)OC(C)(C)C)C(=O)OCC=C)(C2=CC=C(C=C2)C2CCOCC2)F 6-allyl 2-(tert-butyl) 8-(2-(2,2-difluoro-2-(4-(tetrahydro-2H-pyran-4-yl)phenyl)acetyl)hydrazine-1-carbonyl)-2,6-diazaspiro[3.4]octane-2,6-dicarboxylate